C1(=CC(=CC=C1)C=O)C=O 1,3-benzene-dicarboxaldehyde